4-[2-(4-aminopiperidin-1-yl)-5-(1-methylbenzotriazol-5-yl)pyrimidin-4-yl]-2-fluorobenzonitrile NC1CCN(CC1)C1=NC=C(C(=N1)C1=CC(=C(C#N)C=C1)F)C1=CC2=C(N(N=N2)C)C=C1